C(C=C)(=O)OCCN(CCOC(C=C)=O)C1=CC=C(C=C1)N=NC1=C(C=C(C=C1)[N+](=O)[O-])C#N ((4-((2-cyano-4-nitrophenyl)diazenyl)phenyl)azanediyl)bis(ethane-2,1-diyl) diacrylate